C(C1=CC=CC=C1)OC=1C(=C(C(=NC1C)NC(=O)C1=C(C2=C(S1)C=C(C=C2)Cl)Cl)C)C N-(5-(benzyloxy)-3,4,6-trimethylpyridin-2-yl)-3,6-dichlorobenzo[b]thiophene-2-carboxamide